FC1=C(OC2=CC(=NC=C2)C(=O)N[C@@H]2CCC3=C(N(C2=O)C)N=CC=C3)C=CC(=C1)F (R)-4-(2,4-Difluorophenoxy)-N-(9-methyl-8-oxo-6,7,8,9-tetrahydro-5H-pyrido[2,3-B]azepin-7-yl)pyridinecarboxamide